COC=1N=C(C=C2C1N(N=C2C=C)C2OCCCC2)C2=C(N(N=C2C)C)O[C@H](CNC)C (2S)-2-[4-(7-methoxy-1-tetrahydropyran-2-yl-3-vinyl-pyrazolo[3,4-c]pyridin-5-yl)-2,5-dimethyl-pyrazol-3-yl]oxy-N-methyl-propan-1-amine